glutamyl-L-α-aminobutyryl-glycine N[C@@H](CCC(=O)O)C(=O)N(CC(=O)O)C([C@H](CC)N)=O